1-[4-(4-Amino-7-methylpyrrolo[2,3-d]pyrimidin-5-yl)phenyl]-3-(3,5-dimethylpyrazol-1-yl)pyrrolidin-2-one NC=1C2=C(N=CN1)N(C=C2C2=CC=C(C=C2)N2C(C(CC2)N2N=C(C=C2C)C)=O)C